C(C)C=1C=C2CC(N(C2=CC1)C1=C(C(=CC(=C1F)F)F)F)=O 5-ethyl-1-(2,3,5,6-tetrafluorophenyl)indol-2-one